methyl (S)-4-(6-((1-(4-(difluoromethyl)phenyl)-4-methyl-1H-1,2,3-triazol-5-yl)methoxy)pyridin-3-yl)piperazine-2-carboxylate FC(C1=CC=C(C=C1)N1N=NC(=C1COC1=CC=C(C=N1)N1C[C@H](NCC1)C(=O)OC)C)F